tert-butyl 4-[[1-(6-chloropyrimidin-4-yl)-4-piperidyl]methyl]piperazine-1-carboxylate ClC1=CC(=NC=N1)N1CCC(CC1)CN1CCN(CC1)C(=O)OC(C)(C)C